CCC(C)SP(=O)(OCC)SC(C)CC The molecule is an organic thiophosphate and an organothiophosphate insecticide. It has a role as an EC 3.1.1.7 (acetylcholinesterase) inhibitor, a nematicide and an agrochemical.